C(CC)C(=O)C(C)=O acetyl propyl ketone